C1(=CC(=CC=C1)OC[C@H](N)C(=O)O)C O-(3-tolyl)-L-serine